F[P-](F)(F)(F)(F)F.ClC1=C(C=CC(=C1)Cl)[I+]C1=C(C=C(C=C1)Cl)Cl Di-(2,4-dichlorophenyl)-iodonium hexafluorophosphate